COC(=O)C=1C=CC2=C(N(C(=N2)CN2N=CN(CC2)C2=C(C(=CC=C2)OCC2=CC=CC=C2)OCC2=CC=CC=C2)C[C@H]2OCC2)C1 (S)-2-((4-(2,3-bis(benzyloxy)phenyl)-5,6-dihydro-1,2,4-triazine-1(4H)-yl)methyl)-1-(oxetan-2-ylmethyl)-1H-benzo[d]imidazole-6-carboxylic acid methyl ester